S1C2=C(C=C1)C=C(C=C2)NC(CC2=CC=C(OC(C(=O)O)(C)C)C=C2)=O 2-(4-(2-(benzo[b]thiophen-5-ylamino)-2-oxoethyl)phenoxy)-2-methylpropanoic acid